C(=O)(O)CN1C2=CC=C(C=C2SC=2C=C(C=CC12)N(C)C)N(C)C 10-(carboxymethyl)-3,7-bis(dimethylamino)-phenothiazine